2,2-difluorobutanic acid FC(C(=O)O)(CC)F